methyl (Z)-2-(4-hydroxy-3-(4-fluorophenyl)-2-buten-1-yl)-2-methylbenzoate OC\C(=C/CC1(C(C(=O)OC)C=CC=C1)C)\C1=CC=C(C=C1)F